C1(CC1)C=1C(=C2C(C(N(C2=C(C1)F)C1C(N(CC1)C(=O)OC(C)(C)C)=O)=O)(C)C)F tert-butyl 3-(5-cyclopropyl-4,7-difluoro-3,3-dimethyl-2-oxoindol-1-yl)-2-oxopyrrolidine-1-carboxylate